C[C@H]1CN(CC1)C=1C=C2C(=CC=NC2=CC1)C(=O)O (R)-6-(3-methylpyrrolidin-1-yl)quinoline-4-carboxylic acid